3-(6-((3-Fluoro-5-(1-(4-fluorophenyl)-1H-pyrazol-4-yl)benzyl)carbamoyl)-7H-purin-8-yl)cyclobutanecarboxylic acid FC=1C=C(CNC(=O)C2=C3NC(=NC3=NC=N2)C2CC(C2)C(=O)O)C=C(C1)C=1C=NN(C1)C1=CC=C(C=C1)F